BrC=1C=CC=C2N=CC(=NC12)C=1C=NN(C1)C1CCN(CC1)C(CCC(C(=O)N)OC=1C=C2CN(C(C2=CC1)=O)C1C(NC(CC1)=O)=O)=O (3-(4-(4-(8-bromoquinoxalin-2-yl)-1H-pyrazol-1-yl)piperidin-1-yl)-3-oxopropyl)-2-((2-(2,6-dioxopiperidin-3-yl)-1-oxoisoindolin-5-yl)oxy)acetamide